oxathiino[5,6-b]pyrazin-4-ol O1SC=C(C2=NC=CN=C21)O